C(C)P(=O)(CC)C1=CC2=C(N=C(N=C2N[C@H](C)C2=C(C(=CC=C2)C(F)(F)F)C)C)C=N1 6-(diethylphosphoryl)-2-methyl-N-{(1R)-1-[2-methyl-3-(trifluoromethyl)phenyl]ethyl}pyrido[3,4-d]pyrimidin-4-amine